S1CC=CC=C1 Thiopyrane